((2-(((5S,8S,10aR)-3-acetyl-8-((4-chlorophenyl)(ethyl)carbamoyl)-6-oxodecahydropyrrolo[1,2-a][1,5]diazocin-5-yl)carbamoyl)benzo[b]thiophen-5-yl)difluoromethyl)phosphonic acid C(C)(=O)N1CC[C@@H]2N(C([C@H](C1)NC(=O)C1=CC3=C(S1)C=CC(=C3)C(F)(F)P(O)(O)=O)=O)[C@@H](CC2)C(N(CC)C2=CC=C(C=C2)Cl)=O